N-[4-fluoro-2-[3-[methyl(propyl)amino]pyrrolidin-1-yl]-5-(2-morpholin-4-ylpyrimidin-5-yl)phenyl]-6-oxo-4-(trifluoromethyl)-1H-pyridine-3-carboxamide FC1=CC(=C(C=C1C=1C=NC(=NC1)N1CCOCC1)NC(=O)C1=CNC(C=C1C(F)(F)F)=O)N1CC(CC1)N(CCC)C